7-(6-(((1r,2r,3s,5s)-2-fluoro-1,5-dimethyl-9-azabicyclo[3.3.1]non-3-yl)oxy)pyridazin-3-yl)-6-hydroxy-1-methylquinolin-4(1H)-one F[C@@H]1[C@]2(CCC[C@@](C[C@@H]1OC1=CC=C(N=N1)C1=C(C=C3C(C=CN(C3=C1)C)=O)O)(N2)C)C